5-(2-fluoro-6-hydroxy-4-(((2-methylpyrimidin-4-yl)amino)methyl)phenyl)-1,2,5-thiadiazolidin-3-one 1,1-dioxide FC1=C(C(=CC(=C1)CNC1=NC(=NC=C1)C)O)N1CC(NS1(=O)=O)=O